C(=O)(O)C1=CC=C(C=C1)C=1C2=CC(=C(N2)C=C2C=CC(C(=C3C=CC(=C(C=4C=CC1N4)C4=CC=CC=C4)N3)C3=CC=CC=C3)=N2)C2=CC=CC=C2 5-(4-carboxyphenyl)-10,15,2-triphenylporphyrin